7,7-dimethyl-octanoic acid CC(CCCCCC(=O)O)(C)C